2-(3,4-dichlorophenyl)-N-methyl-2-[[4-(trifluoromethoxy)phenyl]sulfonylamino]acetamide ClC=1C=C(C=CC1Cl)C(C(=O)NC)NS(=O)(=O)C1=CC=C(C=C1)OC(F)(F)F